6-(6-(1-methyl-1H-pyrazol-4-yl)-1H-pyrrolo[2,3-b]pyridin-3-yl)spiro[indene-1,4'-piperidin]-3(2H)-one CN1N=CC(=C1)C1=CC=C2C(=N1)NC=C2C2=CC=C1C(CC3(CCNCC3)C1=C2)=O